C(C)(C)(C)C=1C=C(C=CC1)C1=C(C(=CC(=C1)C(C)(C)C)C1=CC(=CC=C1)C(C)(C)C)NC1=CC(=CC=C1)Cl 3,3'',5'-tri-tert-butyl-N-(3-chlorophenyl)-[1,1':3',1''-terphenyl]-2'-amine